tert-butyl 5-((4-(((R)-1-(3-(difluoromethyl)-2-fluorophenyl)ethyl)amino)-2-methylpyrido[3,4-d]pyrimidin-6-yl)sulfonyl)-2,5-diazabicyclo[2.2.1]heptane-2-carboxylate FC(C=1C(=C(C=CC1)[C@@H](C)NC=1C2=C(N=C(N1)C)C=NC(=C2)S(=O)(=O)N2C1CN(C(C2)C1)C(=O)OC(C)(C)C)F)F